C(CC)NC(=O)C1=CC=2CS(C=3C=CC=CC3C2S1)(=O)=O N-Propyl-4H-thieno[3,2-c]thiochromene-2-carboxamide 5,5-dioxide